3-amino-N-((3-fluoropyridin-2-yl)methyl)-6-(imidazo[1,2-a]pyridin-6-yl)-5-(2H-1,2,3-triazol-2-yl)pyrazine-2-carboxamide (R)-tert-butyl-pyrrolidin-3-ylcarbamate C(C)(C)(C)N(C(O)=O)[C@H]1CNCC1.NC=1C(=NC(=C(N1)N1N=CC=N1)C=1C=CC=2N(C1)C=CN2)C(=O)NCC2=NC=CC=C2F